(+)-Creatine O=C(O)CN(C)C(N)=N